2-(2-((7-(2-(1-aminoethyl)thiazol-4-yl)benzofuran-5-yl)methoxy)phenyl)acetic acid NC(C)C=1SC=C(N1)C1=CC(=CC=2C=COC21)COC2=C(C=CC=C2)CC(=O)O